(1R)-3-(8-fluoro-7-(7-fluoro-3-(methoxymethoxy)-8-(Triisopropylsilylethynyl)naphthalene-1-yl)-5-methyl-2-(methylthio)pyrido[4,3-d]pyrimidin-4-yl)cyclohexane FC1=C(N=C(C2=C1N=C(N=C2C2CCCCC2)SC)C)C2=CC(=CC1=CC=C(C(=C21)C#C[Si](C(C)C)(C(C)C)C(C)C)F)OCOC